(3-(5-(2-(tert-butylamino)-2-oxoacetyl)-1,2,4-trimethyl-1H-pyrrole-3-carboxamido)phenyl)boronic acid C(C)(C)(C)NC(C(=O)C1=C(C(=C(N1C)C)C(=O)NC=1C=C(C=CC1)B(O)O)C)=O